trimethoxyhafnium bromide [Br-].CO[Hf+](OC)OC